CC=1C(=C(C(N(N1)COCC[Si](C)(C)C)=O)C(F)(F)F)OCC1OC(CC1)CC(=O)N1CCN(CC1)C1=NC=C(C=N1)Cl Methyl-5-[(5-[2-[4-(5-chloropyrimidin-2-yl)piperazin-1-yl]-2-oxoethyl]oxolan-2-yl)methoxy]-4-(trifluoromethyl)-2-[[2-(trimethylsilyl)ethoxy]methyl]-2,3-dihydropyridazin-3-one